(2S)-2-amino-3-(7-chloro-5-fluoro-1,3-benzoxazol-2-yl)-N-(1-cyanocyclopropyl)propenamide NC(C(=O)NC1(CC1)C#N)=CC=1OC2=C(N1)C=C(C=C2Cl)F